2,8-bis([1,1'-biphenyl]-4-ylmethyl)hexahydro-2H-pyrazino[1,2-a]pyrazine-6,9-dione C1(=CC=C(C=C1)CN1CC2N(CC1)C(CN(C2=O)CC2=CC=C(C=C2)C2=CC=CC=C2)=O)C2=CC=CC=C2